8-((1-(cyclopropylsulfonyl)cyclopropyl)methoxy)-1-methyl-2-oxo-N-(2,3,4-trifluorobenzyl)-1,2-dihydropyrido[2,3-d]pyridazine-3-carboxamide C1(CC1)S(=O)(=O)C1(CC1)COC=1N=NC=C2C1N(C(C(=C2)C(=O)NCC2=C(C(=C(C=C2)F)F)F)=O)C